C(C1=CC=CC=C1)N(C)CC=1C=C(C(=O)NCC(=O)C2=CC(=CC=C2)OC)C=CC1 3-((benzyl-(methyl)amino)methyl)-N-(2-(3-methoxyphenyl)-2-oxoethyl)benzamide